6-(4-Cyclopropyl-6-methoxypyrimidin-5-yl)-1-(4-(5-methyl-3-(trifluoromethyl)-1H-pyrazol-1-yl)benzyl)-1,3-dihydro-2H-imidazo[4,5-c]pyridin-2-one C1(CC1)C1=NC=NC(=C1C1=CC2=C(C=N1)NC(N2CC2=CC=C(C=C2)N2N=C(C=C2C)C(F)(F)F)=O)OC